2,2',6,6'-tetrafluoro-[1,1'-biphenyl]-3-carboxamide trihydrochloride Cl.Cl.Cl.FC1=C(C(=CC=C1C(=O)N)F)C1=C(C=CC=C1F)F